zinc calcium orthophosphate P(=O)([O-])([O-])[O-].[Ca+2].[Zn+2]